6-bromo-3-(4-chlorophenyl)-2-((5-chloropyridin-2-yl)methyl)-3-(3-(hydroxymethyl)cyclobutoxy)isoindolin-1-one BrC1=CC=C2C(N(C(C2=C1)=O)CC1=NC=C(C=C1)Cl)(OC1CC(C1)CO)C1=CC=C(C=C1)Cl